(4S)-9-tert-butoxycarbonyloxy-4,11-diethyl-3,4,12,14-tetrahydro-1H-pyrano[3',4':6,7]indolizino[1,2-b]quinoline C(C)(C)(C)OC(=O)OC1=CC=2C(=C3C(=NC2C=C1)C1=CC2=C(CN1C3)COC[C@H]2CC)CC